2-tert-butyl 3-ethyl (3S,4aR,8aR)-6-[2-(1H-1,2,3,4-tetrazol-5-yl)ethylidene]-decahydroisoquinoline-2,3-dicarboxylate N1N=NN=C1CC=C1C[C@@H]2C[C@H](N(C[C@@H]2CC1)C(=O)OC(C)(C)C)C(=O)OCC